C(C(C)C)(=O)OC1=C(C(=CC(=C1)C)C)C(CC(=O)OC)(C)C methyl 3-(2-(isobutyryloxy)-4,6-dimethylphenyl)-3-methylbutanoate